dipentyl 2,2,3,3-tetrapropylsuccinate C(CC)C(C(=O)OCCCCC)(C(C(=O)OCCCCC)(CCC)CCC)CCC